[Cu].[Zr].[Cr].ClC1=NC(=CC=C1C(=O)NS(=O)(=O)C=1C(=NN(C1)C)C)N1N=C(C=C1)O[C@@H]1[C@H]2CC[C@@H](C1)C2 2-chloro-N-(1,3-dimethylpyrazol-4-yl)sulfonyl-6-[3-[(1S,2S,4R)-norbornan-2-yl]oxypyrazol-1-yl]pyridine-3-carboxamide chromium-zirconium-Copper